trans-Methyl 3-methyl-3-((tetrahydro-2H-pyran-2-yl)oxy)cyclobutane-1-carboxylate CC1(CC(C1)C(=O)OC)OC1OCCCC1